1-(((2R,3R,4S)-4-(hydroxymethyl)-1-methyl-3-(4-(phenylethynyl)phenyl)azetidin-2-yl)methyl)-3-(4-methoxyphenyl)-1-methylurea OC[C@@H]1[C@@H]([C@@H](N1C)CN(C(=O)NC1=CC=C(C=C1)OC)C)C1=CC=C(C=C1)C#CC1=CC=CC=C1